C1(CC1)C(=O)N1CC=2C=CC(=NC2CC1)OCC1=C(N=NN1C1=CC=C(C=C1)F)C 6-cyclopropanecarbonyl-2-{[1-(4-fluorophenyl)-4-methyl-1H-1,2,3-triazol-5-yl]methoxy}-5,6,7,8-tetrahydro-1,6-naphthyridine